1-(2-oxo-4-pyridinyl)-4-pyrazolecarboxylic acid O=C1NC=CC(=C1)N1N=CC(=C1)C(=O)O